BrC(CC(=O)NC1=CC(=C(C(=C1)OC)OC)OC)C 3-bromo-N-(3,4,5-trimethoxyphenyl)butyramide